FC(C1=NC=CC=C1N1C=NC(=C1)C1=NC(=NC=C1C(F)(F)F)NC1CCN(CC1)S(=O)(=O)C=1C=NN(C1)C)F 4-(1-(2-(Difluoromethyl)pyridin-3-yl)-1H-imidazol-4-yl)-N-(1-((1-methyl-1H-pyrazol-4-yl)sulfonyl)piperidin-4-yl)-5-(trifluoromethyl)pyrimidin-2-amine